4-(2-(3-(2-(methoxycarbonyl)phenyl)ureido)ethyl)benzoic acid COC(=O)C1=C(C=CC=C1)NC(NCCC1=CC=C(C(=O)O)C=C1)=O